4-[[4-(tert-butoxycarbonyl-amino)cyclohexyl]amino]-6-chloro-pyridine-3-carboxylic acid C(C)(C)(C)OC(=O)NC1CCC(CC1)NC1=C(C=NC(=C1)Cl)C(=O)O